C(C)(C)N(CCOC1=CC=C(C(=O)N)C=C1)C(C)C 4-(2-(diisopropylamino)ethoxy)benzamide